C1(CC1)[C@@H]1N(C2=C(OC1)N=CC(=C2)CC2=CC=C(C=C2)F)C(CN2[C@H](CN[C@@H](C2)C)CN2[C@@H](COCC2)C)=O 1-((S)-2-cyclopropyl-7-(4-fluorobenzyl)-2,3-dihydro-1H-pyrido[2,3-b][1,4]oxazin-1-yl)-2-((2R,5R)-5-methyl-2-(((R)-3-methylmorpholino)methyl)piperazin-1-yl)ethan-1-one